1-methyl-5-phenylpyridin-2-one CN1C(C=CC(=C1)C1=CC=CC=C1)=O